5-(2-methyl-[1,1'-biphenyl]-3-yl)thiophene-2-carbaldehyde CC1=C(C=CC=C1C1=CC=C(S1)C=O)C1=CC=CC=C1